(R)-6-chloro-5-cyclopropyl-N-(1-(2-methoxyethyl)piperidin-3-yl)pyridazin-3-amine ClC1=C(C=C(N=N1)N[C@H]1CN(CCC1)CCOC)C1CC1